CCC(CCCC)=O methyl-hexanone